N,N,N',N'-tetramethyl-O-(benzotriazol-1-yl)uronium C[N+](=C(ON1N=NC2=C1C=CC=C2)N(C)C)C